FC1=C(OC2=CC=C(C=C2)C=2N=C(N3C2C=NC=C3OCCOC)C3CNCC3)C=CC=C1OC 3-(1-(4-(2-fluoro-3-methoxyphenoxy)phenyl)-5-(2-methoxyethoxy)imidazo[1,5-a]pyrazin-3-yl)pyrrolidin